lithium-lanthanum-tantalum [Ta].[La].[Li]